1,4-dioxan potassium dichromate [Cr](=O)(=O)([O-])O[Cr](=O)(=O)[O-].[K+].O1CCOCC1.[K+]